β-guaiene CC1CCC(=C(C)C)CC2=C1CCC2C